BrC=1C=NC=C(C1CCO)CO 2-(3-bromo-5-(hydroxymethyl)pyridin-4-yl)ethan-1-ol